6-methoxy-2-(1-((2-(trimethylsilyl)ethoxy)methyl)-1H-pyrazol-4-yl)-6,7,8,9-tetrahydro-6,9-ethanothieno[2,3-c]quinolin-4(5H)-one COC12CCC(C=3C4=C(C(NC13)=O)SC(=C4)C=4C=NN(C4)COCC[Si](C)(C)C)CC2